C=C(C)C1CN(CC1)C(=O)OC(C)(C)C tert-butyl 3-(prop-1-en-2-yl)pyrrolidine-1-carboxylate